2-hydroxy-4-(3-(4-(trifluoromethyl)phenoxy)pyrazin-2-yl)benzamide OC1=C(C(=O)N)C=CC(=C1)C1=NC=CN=C1OC1=CC=C(C=C1)C(F)(F)F